N-(but-3-yn-1-yl)-3,5-bis(3-(4-(4,5-dihydro-1H-imidazol-2-yl)phenyl)ureido)benzamide C(CC#C)NC(C1=CC(=CC(=C1)NC(=O)NC1=CC=C(C=C1)C=1NCCN1)NC(=O)NC1=CC=C(C=C1)C=1NCCN1)=O